Cl.FC(C1(CNC1)O)(F)F 3-(trifluoromethyl)azetidin-3-ol hydrochloride